C(#N)C1=CC(=CC2=C1SC(=C2)C=2SC(=C(N2)C)C(=O)O)N2CCOCC2 2-(7-cyano-5-morpholinobenzo[b]thiophen-2-yl)-4-methylthiazole-5-carboxylic acid